C(C)C1=CC=2C(=C(N=CC2)OC)N1 2-ethyl-7-methoxy-1H-pyrrolo[2,3-c]pyridine